2-(2,6-bis(benzyloxy)pyridin-3-yl)-5-(6-(2-fluorophenyl)-2-azaspiro[3.3]heptane-2-carbonyl)isoindolin-1-one C(C1=CC=CC=C1)OC1=NC(=CC=C1N1C(C2=CC=C(C=C2C1)C(=O)N1CC2(C1)CC(C2)C2=C(C=CC=C2)F)=O)OCC2=CC=CC=C2